N(=NC(C(O)=O)CCC[C@@H]1SC[C@@H]2NC(=O)N[C@H]12)C(C(O)=O)CCC[C@@H]1SC[C@@H]2NC(=O)N[C@H]12 Azobiotin